(E)-N-(4-(8-(1,2-dimethyl-6-(trifluoromethyl)-1H-benzo[d]imidazol-5-yl)indolizine-3-carbonyl)-2,6-difluorophenyl)-4-((1-(hydroxymethyl)cyclohexyl)amino)but-2-enamide CN1C(=NC2=C1C=C(C(=C2)C2=CC=CN1C(=CC=C21)C(=O)C2=CC(=C(C(=C2)F)NC(\C=C\CNC2(CCCCC2)CO)=O)F)C(F)(F)F)C